CO[C@]12[C@@H](CNC1)CN(C2)C(=O)OC(C)(C)C tert-butyl (3aR,6aS)-3a-methoxyhexahydropyrrolo[3,4-c]pyrrole-2(1H)-carboxylate